C(C)(=O)N[C@@H](C(C)C)C(=O)O N-ACETYLVALINE